1-[5-phenyl-2-(pyridin-2-yl)thieno[2,3-d]pyrimidin-4-yl]piperidin-4-ol C1(=CC=CC=C1)C1=CSC=2N=C(N=C(C21)N2CCC(CC2)O)C2=NC=CC=C2